(2S,4S)-4-fluoro-1-[2-[(3S)-3-[(3-methoxy-5-quinolinyl)amino]pyrrolidin-1-yl]acetyl]pyrrolidine-2-carbonitrile F[C@H]1C[C@H](N(C1)C(CN1C[C@H](CC1)NC1=C2C=C(C=NC2=CC=C1)OC)=O)C#N